(2S,4R)-4-Hydroxy-1-((2S)-2-(9-(2-methoxy-5-(5-oxopyrrolidin-3-yl)phenoxy)-nonanamido)-3,3-dimethylbutanoyl)-N-(4-(4-methylthiazol-5-yl)benzyl)pyrrolidine-2-carboxamide O[C@@H]1C[C@H](N(C1)C([C@H](C(C)(C)C)NC(CCCCCCCCOC1=C(C=CC(=C1)C1CNC(C1)=O)OC)=O)=O)C(=O)NCC1=CC=C(C=C1)C1=C(N=CS1)C